C(C1=CC=CC=C1)OC(=O)N[C@H](C=1N=C2N(N=C(C=C2)CC2(C(NCC(C2)(C)C)=O)C(=O)OC)C1)C1CCC(CC1)C methyl 3-((2-((S)-(((benzyloxy)carbonyl)amino)((1r,4S)-4-methylcyclohexyl)methyl)imidazo[1,2-b]pyridazin-6-yl)methyl)-5,5-dimethyl-2-oxopiperidine-3-carboxylate